C1(CC1)C#CC=1C=C(C=2C(=NC(=C(N2)C)C)N1)N1C[C@@H](O[C@@H](C1)C)C=1C=NN(C1)C1CC1 (2S,6R)-4-[6-(2-cyclopropylethynyl)-2,3-dimethyl-pyrido[2,3-b]pyrazin-8-yl]-2-(1-cyclopropylpyrazol-4-yl)-6-methyl-morpholine